desoxyascorbic acid O=C1C=C(O)[C@H](O1)[C@@H](O)CO